C(#N)C=1C=C(C=CC1F)NC(=O)OC(=O)N1CCCC1 [(3-cyano-4-fluorophenyl)carbamoyl]pyrrolidine-1-carboxylate